2-((1-(3-methoxy-5,6,7,8-tetrahydronaphthalen-1-yl)piperidin-4-yl)methoxy)pyridin COC=1C=C(C=2CCCCC2C1)N1CCC(CC1)COC1=NC=CC=C1